COC1=NC=C(C=C1C(C(CCN(C)C)(O)C1=CC(=NC(=C1)OC)OC)C=1C(=NC2=CC=C(C=C2C1)C#N)OC)OC 3-(1-(2,5-dimethoxypyridin-3-yl)-2-(2,6-dimethoxypyridin-4-yl)-4-(dimethylamino)-2-hydroxybutyl)-2-methoxyquinoline-6-carbonitrile